5-[4-(trifluoromethyl)phenyl]-2H-tetrazole FC(C1=CC=C(C=C1)C=1N=NNN1)(F)F